OC(COC1=C(N=C2C(=CC=NC2=C1)OC1=C(C=C(C=N1)NC(=O)C1(CC1)C(=O)NC1=CC=C(C=C1)F)F)OC)CO 1-N'-[6-[[7-(2,3-dihydroxypropoxy)-6-methoxy-1,5-naphthyridin-4-yl]oxy]-5-fluoropyridin-3-yl]-l-N-(4-fluorophenyl)cyclopropane-1,1-dicarboxamide